dithiolamine hydrochloride Cl.S1SC(C=C1)N